3,3-dimethyl-3H-indol-1-ium-5-sulfonate CC1(C=[NH+]C2=CC=C(C=C12)S(=O)(=O)[O-])C